5-(sodiosulfo)-isophthalic acid [Na]OS(=O)(=O)C=1C=C(C=C(C(=O)O)C1)C(=O)O